rac-Potassium 3-ethoxy-2-methyl-3-oxopropanoate C(C)OC(C(C(=O)[O-])C)=O.[K+]